CC=1N=CN(C1)CC=1C=C(C=CC1OC1=CC=CC=C1)N1C(N(C(NC1=O)=O)C1=CC(=CC=C1)C)=O 1-{3-[(4-methyl-1H-imidazol-1-yl)methyl]-4-phenoxyphenyl}-3-(3-methylphenyl)-1,3,5-triazine-2,4,6-trione